ClS1C[C@@H](CN2C(N=C(C3=CC(=CC1=C23)C(F)(F)F)N2C[C@@H](N([C@@H](C2)C)C(=O)OC(C)(C)C)C)=O)C=2C=NC=CC2 tert-butyl (2S,6R)-4-((R)-l-1-chloro-6-oxo-3-(pyridin-3-yl)-10-(trifluoromethyl)-3,4-dihydro-2H,6H-[1,4]thiazepino[2,3,4-ij]quinazolin-8-yl)-2,6-dimethylpiperazine-1-carboxylate